ClC=1N=C(C2=C(N1)N=C1C(=C2C)CCC1)NC 2-chloro-N,5-dimethyl-7,8-dihydro-6H-cyclopenta[5,6]pyrido[2,3-d]pyrimidin-4-amine